(R)-2-((1-(2-cyano-7-methyl-3-(2-oxo-[1,4'-bipiperidin]-1'-yl)quinoxalin-5-yl)ethyl)amino)benzoic acid C(#N)C1=NC2=CC(=CC(=C2N=C1N1CCC(CC1)N1C(CCCC1)=O)[C@@H](C)NC1=C(C(=O)O)C=CC=C1)C